(S,S)-N-(benzylsulfonyl)-1,2-diphenylethylenediamine C(C1=CC=CC=C1)S(=O)(=O)N[C@H]([C@@H](N)C1=CC=CC=C1)C1=CC=CC=C1